BrC1=NC(=CC(=C1)C)SC 2-bromo-4-methyl-6-(methylthio)pyridine